C1=C(C=CC2=CC=CC=C12)C=C1C(N(/C(/S1)=N/C1=CC=C(C=C1)S(=O)(=O)N)C1=CC=CC=C1)=O 4-(((2Z)-5-(naphthalene-2-ylmethylene)-4-oxo-3-phenylthiazolidin-2-ylidene)amino)benzenesulphonamide